1-methylpiperidin-4-yl (2S)-2-{[(benzyloxy)carbonyl]amino}-3-(1H-indol-3-yl)propanoate C(C1=CC=CC=C1)OC(=O)N[C@H](C(=O)OC1CCN(CC1)C)CC1=CNC2=CC=CC=C12